1-hydroxy-cyclohexyl-phenyl ketone, iodonium salt [IH2+].OC1(CCCCC1)C1=C(C=CC=C1)C(=O)C1=C(C=CC=C1)C1(CCCCC1)O